C\C(=C(/C(=O)O)\C)\C(=O)O.N[C@@H](CO)CC=1N=NN(N1)C1=CC=C(C=C1)OC1=NC=C(C=C1F)Cl (R)-2-amino-3-(2-(4-((5-chloro-3-fluoropyridin-2-yl)oxy)phenyl)-2H-tetrazol-5-yl)propan-1-ol methyl-methyl-(2E)-but-2-ene-1,4-dioate